5-allyl-5-methyldihydrofuran-2(3H)-one C(C=C)C1(CCC(O1)=O)C